COCCOCCO\C=C(\C)/C1=CC(=CC=C1)C(=C)COCCOCCOC (Z)-1-(1-(2-(2-methoxyethoxy)ethoxy)prop-1-en-2-yl)-3-(3-(2-(2-methoxyethoxy)ethoxy)prop-1-en-2-yl)benzene